2-(3-chlorophenyl)-2-((R)-3-(4-(5,6,7,8-tetrahydro-1,8-naphthyridin-2-yl)butoxy)pyrrolidin-1-yl)acetic acid ClC=1C=C(C=CC1)C(C(=O)O)N1C[C@@H](CC1)OCCCCC1=NC=2NCCCC2C=C1